1-(2-iodophenyl)-(S)-1-methoxyhexyl-(S)-2-cyclohexylcarbamate IC1=C(C=CC=C1)[C@H]1[C@H](CCCC1)N(C([O-])=O)C(CCCCC)OC